CN(CCOC1=NC=C(C(=O)OC(C)(C)C)C=C1NS(=O)(=O)CC1=CC=CC=C1)C tert-butyl 6-(2-(dimethylamino)ethoxy)-5-((phenylmethyl)sulfonamido)nicotinate